C(C)C=1C(NC=2C=C(C=NC2C1)CN1CCC(CC1)N(C(OC(C)(C)C)=O)C)=O tert-Butyl (1-((7-Ethyl-6-oxo-5,6-dihydro-1,5-naphthyridin-3-yl)methyl)piperidin-4-yl)(methyl)carbamate